ClCC=1OC2=C(N1)C=CC=C2C(F)(F)F (chloromethyl)-7-(trifluoromethyl)benzo[d]oxazole